CC=1C=C(C(=O)NC=2C=C3/C(/C(N(C3=CC2)CC2=CC(=C(C=C2)F)F)=O)=C/C=2NC(=CC2C)C)C=CC1 (Z)-3-methyl-N-(1-(3,4-difluorobenzyl)-3-((3,5-dimethyl-1H-pyrrol-2-yl)methylene)-2-indolone-5-yl)benzamide